OC(C)(C)C=1N=CC(=NC1)N1C(O[C@]2(C1)C[C@@](CCC2)(C)CN2C=NC1=C2C=C(C=C1)C#N)=O 1-(((5S,7S)-3-(5-(2-hydroxypropan-2-yl)pyrazin-2-yl)-7-methyl-2-oxo-1-oxa-3-azaspiro[4.5]decan-7-yl)methyl)-1H-benzo[d]imidazole-6-carbonitrile